(5S)-2-[3-Chloro-4-(trifluoromethyl)benzyl]-5-{[(3S)-3-fluoropyrrolidin-1-yl]carbonyl}-5,6,7,8-tetrahydro[1,2,4]triazolo[4,3-a]pyridin-3(2H)-one ClC=1C=C(CN2N=C3N([C@@H](CCC3)C(=O)N3C[C@H](CC3)F)C2=O)C=CC1C(F)(F)F